3-[2-(2-methoxyethoxy)ethoxy]propionic acid COCCOCCOCCC(=O)O